piperidyl-nitroxyl N1(CCCCC1)N=O